C(C1=CC=CC=C1)OC(=O)C1CCC(CC1)CNC(CCSSCCC(=O)NCC1CCC(CC1)C(=O)OCC1=CC=CC=C1)=O.S1C=NC2=C1C=CC(=C2)C(C=C)=O 1-(Benzo[d]thiazol-5-yl)prop-2-en-1-one Benzyl-4-[[3-[[3-[(4-benzyloxycarbonylcyclohexyl)methylamino]-3-oxopropyl]disulfanyl]propanoylamino]methyl]cyclohexanecarboxylate